Octane-2-amine CC(CCCCCC)N